OC(C)(C)C1=CC=C(C(=O)OC2=CC(=CC(=C2)C(C)(C)O)C(C)(C)O)C=C1 3,5-bis(α-hydroxyisopropyl)phenyl 4-α-hydroxyisopropylbenzoate